C(C1=CC=CC=C1)N1C(C=NC2=CC(=C(C=C12)Cl)Cl)=O 1-benzyl-6,7-dichloro-quinoxalin-2(1H)-one